2,3-dihydro-1,4-benzodioxin-6-ylboranediol O1CCOC2=C1C=CC(=C2)B(O)O